(4-aminoimidazo[1,5-a]quinoxalin-8-yl)((2R,4aS,9aR)-2-methyl-7-(trifluoromethoxy)-2,3,9,9a-tetrahydroindeno[2,1-b][1,4]oxazin-4(4aH)-yl)methanone NC=1C=2N(C3=CC(=CC=C3N1)C(=O)N1[C@@H]3[C@H](O[C@@H](C1)C)CC=1C=C(C=CC13)OC(F)(F)F)C=NC2